FC(OC1=CC=C(C=C1)C1=NC2=C(N1CC1=C(COC3=C(C=CC=C3)CC(=O)OCC)C=CC=C1)C=CC=C2)(F)F Ethyl 2-(2-((2-((2-(4-(trifluoromethoxy)phenyl)-1H-benzo[d]imidazol-1-yl)methyl)benzyl)oxy)phenyl)acetate